6-METHOXYPYRIDINE-2-BORONIC ACID COC1=CC=CC(=N1)B(O)O